6-(4-((2-(diisopropylamino)-5-oxo-5,6-dihydropyrimido[4,5-d]pyridazin-4-yl)amino)phenyl)-6-azaspiro[2.5]octane-1-carboxylic acid C(C)(C)N(C=1N=C(C2=C(C=NNC2=O)N1)NC1=CC=C(C=C1)N1CCC2(CC2C(=O)O)CC1)C(C)C